C(C)OC(=O)C1=NOC(=C1)C1=NC=CC=N1 5-(pyrimidin-2-yl)isoxazole-3-carboxylic acid ethyl ester